C(#N)C1CN(C1)S(=O)(=O)N1C[C@H](CCC1)C(=O)N1[C@H](C[C@H](C1)O)C(=O)NCC1=CC=C(C=C1)C(F)(F)F (2R,4R)-1-((S)-1-((3-cyanoazetidin-1-yl)sulfonyl)piperidine-3-carbonyl)-4-hydroxy-N-(4-(trifluoromethyl)benzyl)pyrrolidine-2-carboxamide